NC1=C(C=C(C2=C1CCO2)C(=O)N[C@H]2[C@H](CNCC2)OC)Cl 4-amino-5-chloro-N-((3s,4r)-3-methoxypiperidin-4-yl)-2,3-dihydrobenzofuran-7-carboxamide